4-[[4-chloro-2-[3-[methyl-(2-methylpyrazolo[1,5-a]pyridin-5-yl)carbamoyl]phenyl]-5-(trifluoromethyl)pyrazol-3-yl]methoxy]benzoic acid ClC1=C(N(N=C1C(F)(F)F)C1=CC(=CC=C1)C(N(C1=CC=2N(C=C1)N=C(C2)C)C)=O)COC2=CC=C(C(=O)O)C=C2